O=C1C=2N(CCCC1CC=O)N=C1C2CN(CC1)C(=O)OC(C)(C)C tert-butyl 11-oxo-10-(2-oxoethyl)-3,4,8,9,10,11-hexahydro-1H-pyrido[4',3':3,4]pyrazolo[1,5-a]azepine-2(7H)-carboxylate